C(C)N1C2=NC(=NC(=C2N=C1)N[C@@H]1CN(CC1)S(=O)(=O)NC)N[C@H]([C@@H](C)O)CC (S)-3-((9-ethyl-2-(((2R,3S)-2-hydroxypentan-3-yl)amino)-9H-purin-6-yl)amino)-N-methylpyrrolidine-1-sulfonamide